CSC1=CC=C(S1)C(=O)O 5-methylsulfanylthiophen-2-carboxylic acid